OC1=CC=C(CC2NC(OC2=O)=O)C=C1 4-(4-Hydroxybenzyl)oxazolidine-2,5-dione